tert-butyl (6R,7S)-7-[[1-[3-(2,6-dibenzyloxy-3-pyridyl)-1-methyl-indazol-6-yl]-4-piperidyl]oxy]-6-methyl-2-azaspiro[3.5]nonane-2-carboxylate C(C1=CC=CC=C1)OC1=NC(=CC=C1C1=NN(C2=CC(=CC=C12)N1CCC(CC1)O[C@@H]1[C@@H](CC2(CN(C2)C(=O)OC(C)(C)C)CC1)C)C)OCC1=CC=CC=C1